bis[4-(4-maleimidophenoxy) phenyl] sulfoxide C1(C=CC(N1C1=CC=C(OC2=CC=C(C=C2)S(=O)C2=CC=C(C=C2)OC2=CC=C(C=C2)N2C(C=CC2=O)=O)C=C1)=O)=O